C(C)C1=CC=C(C=C1)CC/C=C/C1=CC=C2C(CCOC2=C1)=O (E)-7-(4-(4-ethylphenyl)but-1-en-1-yl)chroman-4-one